C(=O)O.ClC=1C=C(C=CC1C(=O)N1CCN(CC1)C(CCCNC(=N)N)=O)NC(=O)C=1N(C(=CN1)C1=C(C(=C(C=C1)OC)F)F)C N-[3-chloro-4-[4-(4-guanidinobutanoyl)piperazine-1-carbonyl]phenyl]-5-(2,3-difluoro-4-methoxy-phenyl)-1-methyl-imidazole-2-carboxamide formate